FC1=CC2=C(OC3=C(C(=N2)N2CCN(CC2)CC2=NC(NN2)=O)C=C(C=C3)C(F)(F)F)C=C1 5-((4-(8-Fluoro-2-(trifluoromethyl)dibenzo[b,f][1,4]oxazepin-11-yl)piperazin-1-yl)methyl)-1,2-dihydro-3H-1,2,4-triazol-3-one